C(C)OC=1C=C(C=2N(C1)N=C1C2C=NN1)C=1C=CC(=NC1)N1CCC(CC1)(C(=O)NCC(C)C)CO 1-(5-(6-Ethoxy-1H-pyrazolo[3',4':3,4]pyrazolo[1,5-a]pyridin-4-yl)pyridine-2-yl)-4-(hydroxymethyl)-N-isobutylpiperidine-4-amide